methyl 4-amino-7-(difluoromethyl)-1-(4-(1-hydroxyethyl)phenyl)-2-oxo-1,2-dihydroquinoline-3-carboxylate NC1=C(C(N(C2=CC(=CC=C12)C(F)F)C1=CC=C(C=C1)C(C)O)=O)C(=O)OC